n-Propoxytrivinylsilane C(CC)O[Si](C=C)(C=C)C=C